(7R,14R)-1-(difluoromethoxy)-6-(methyl-d3)-11-((3-methylpyrrolidin-3-yl)ethynyl)-6,7-dihydro-7,14-methanobenzo[f]benzo[4,5]imidazo[1,2-a][1,4]diazocin-5(14H)-one FC(OC1=CC=CC=2C(N([C@H]3C=4N([C@@H](C21)C3)C3=C(N4)C=CC(=C3)C#CC3(CNCC3)C)C([2H])([2H])[2H])=O)F